2-[4-[5-(4-fluorophenyl)-6-tetrahydropyran-4-yl-1H-pyrrolo[2,3-f]indazol-7-yl]pyrazol-1-yl]-2-methyl-propan-1-ol FC1=CC=C(C=C1)N1C(=C(C2=C1C=C1C=NNC1=C2)C=2C=NN(C2)C(CO)(C)C)C2CCOCC2